3-((2,6-dichloro-7-fluoro-1-(1-propyl-1H-pyrazol-4-yl)-1H-indol-3-yl)thio)-2-fluorobenzoic acid, sodium salt [Na+].ClC=1N(C2=C(C(=CC=C2C1SC=1C(=C(C(=O)[O-])C=CC1)F)Cl)F)C=1C=NN(C1)CCC